2-phenyl-4-(2,6-dichlorophenyl)imidazole C1(=CC=CC=C1)C=1NC=C(N1)C1=C(C=CC=C1Cl)Cl